10-(Hexyloxy)decan C(CCCCC)OCCCCCCCCCC